4-(4-amino-2-methylphenyl)-5,6-dihydropyridine NC1=CC(=C(C=C1)C1=CC=NCC1)C